CC1=NC(=NO1)C1=NC=C(C=N1)OC1=CC=C(C=C1)C(C)(C)C1=CC=C(OC2CC(C2)NC(OC(C)(C)C)=O)C=C1 Tert-butyl ((1r,3r)-3-(4-(2-(4-((2-(5-methyl-1,2,4-oxadiazol-3-yl)pyrimidin-5-yl)oxy)phenyl)propan-2-yl)phenoxy)cyclobutyl)carbamate